COC(=CC=1C(C(=CC(C1)=O)CCCCCCCCCC)=O)C(CCC)OC 2,3-dimethoxy-5-methyl-6-decylpentenylbenzoquinone